C(\C=C/C(=O)[O-])(=O)OC(CC)OC.C(\C=C/C(=O)[O-])(=O)OC(CC)OC bis(1-methoxy-2-methylethyl) (bismaleate)